N(=C=O)C=1C=2CCCC2C=C2C1[C@@H](C2)C (R)-7-isocyanato-1-methyl-2,4,5,6-tetrahydro-1H-cyclobuta[f]indene